3-(difluoromethyl)-7-iodo-8-methyl-[1,2,4]triazolo[4,3-a]pyridine FC(C1=NN=C2N1C=CC(=C2C)I)F